OC1=CC=C(C=C1)C1=CC(=C(C(=N1)C1=CC=CC=C1)C1=CC=CC=C1)C1=CC=CC=C1 6-(4-hydroxyphenyl)-2,3,4-triphenylpyridine